NC1=NC=C(C=C1C(=O)N[C@@H]1[C@H](C[C@H](C1)O)OCC1=CC=C(C=C1)B1OC(C(O1)(C)C)(C)C)C=1C=NN(C1)C |o1:10,11,13| rel-2-amino-N-[(1S,2S,4S)-4-hydroxy-2-{[4-(4,4,5,5-tetramethyl-1,3,2-dioxaborolan-2-yl)phenyl]methoxy}cyclopentyl]-5-(1-methyl-1H-pyrazol-4-yl)pyridine-3-carboxamide